ClC=1C(N(C(=CC1OC([2H])([2H])C1=NC=C(C=C1F)F)C)C1=C(C(=NC=C1C)C1=NC(=NC=C1)C(C([2H])([2H])[2H])(C([2H])([2H])[2H])O)F)=O 3-chloro-4-((3,5-difluoropyridin-2-yl)methoxy-d2)-3'-fluoro-2'-(2-(2-hydroxypropan-2-yl-1,1,1,3,3,3-d6)pyrimidin-4-yl)-5',6-dimethyl-2H-[1,4'-bipyridin]-2-one